cyano(thio)urea C(#N)SNC(=O)N